2-bromo-6-(3(R)-methoxy-tetrahydrofuran-3-yl)-4-methyl-pyridine BrC1=NC(=CC(=C1)C)[C@]1(COCC1)OC